2-methyl-1,3-octadiene CC(=C)C=CCCCC